C(C)(C)C1=C(NC2=CC=C(C=C12)CCC1CCNCC1)C1=C2C(=NC=C1)NN=C2 4-(3-Isopropyl-5-(2-(piperidin-4-yl)ethyl)-1H-indol-2-yl)-1H-pyrazolo[3,4-b]pyridin